[Cr].[Zn].[Fe].CC(C(C(C)O)O)O 2,3,4-pentanetriol iron-zinc-chromium